menthane tetraacrylate C(C=C)(=O)O.C(C=C)(=O)O.C(C=C)(=O)O.C(C=C)(=O)O.C1(CCC(CC1)C(C)C)C